CC(C)(N)C r-dimethylethanamine